2-(benzo[d][1,3]dioxol-5-yl)-5-methyl-4-((4-(4-(trifluoromethoxy)phenyl)piperidin-1-yl)methyl)oxazole O1COC2=C1C=CC(=C2)C=2OC(=C(N2)CN2CCC(CC2)C2=CC=C(C=C2)OC(F)(F)F)C